Titanium-Cerium-Lithium [Li].[Ce].[Ti]